1-((R)-3'-(2-((2S,5R)-2-(4,4-difluorocyclohexyl)-5-ethyl-pyrrolidin-1-yl)-2-oxoethyl)-2',4'-dioxo-2,3-dihydrospiro[indene-1,5'-oxazolidine]-5-yl)-3-methylurea FC1(CCC(CC1)[C@H]1N([C@@H](CC1)CC)C(CN1C(O[C@]2(C1=O)CCC1=CC(=CC=C12)NC(=O)NC)=O)=O)F